C1=CC=CC=2C3=CC=CC=C3C(C12)COC(=O)N[C@@H](CC(=O)NNC(=O)C1=CC=C(C(=O)OC)C=C1)C(=O)OCC=C Methyl (S)-4-(2-(3-((((9H-fluoren-9-yl)methoxy)carbonyl)amino)-4-(allyloxy)-4-oxobutanoyl)hydrazine-1-carbonyl)benzoate